ClC=1C(=CC2=C(C[C@@](O2)([C@H]2NCCC2)C2=CC=CC=C2)C1C1=C(C(=O)NC)C=CC(=C1F)OCCO)F.[Ni+] Nickel (i) 2-((2S,4R)-5-chloro-6-fluoro-2-phenyl-2-((S)-pyrrolidin-2-yl)-2,3-dihydrobenzofuran-4-yl)-3-fluoro-4-(2-hydroxyethoxy)-N-methylbenzamide